C(C)(C)(C)OC(=O)N1CCC2(C(N(C(=N2)/C=C/C(=O)O)C2=CC=C(C=C2)C)=O)CC1 (E)-3-(8-(tert-butoxycarbonyl)-4-oxo-3-(p-tolyl)-1,3,8-triazaspiro[4.5]dec-1-en-2-yl)acrylic acid